n-Heptadecanal CCCCCCCCCCCCCCCCC=O